C(#N)C1=CC(=C(C=C1)COC1=CC=CC(=N1)C1=CC(=C(C=C1F)CC=1N(C2=C(N1)C=CC(=C2)C(=O)OC)C2COCC2(C)C)F)F Methyl 2-[[4-[6-[(4-cyano-2-fluoro-phenyl)methoxy]-2-pyridyl]-2,5-difluoro-phenyl]methyl]-3-(4,4-dimethyltetrahydrofuran-3-yl)benzimidazole-5-carboxylate